The molecule is a member of the class of imidazoles that is 1H-imidazole substituted at position C-4 by a 2-aminoethyl group. It has a role as a human metabolite, a mouse metabolite and a neurotransmitter. It is an aralkylamino compound and a member of imidazoles. It is a conjugate base of a histaminium. C1=C(NC=N1)CCN